ClC=1C=C(C=CC1Cl)S(=O)(=O)CCN1C(C=2N(C(=NC(C2O)=O)[C@H]2N(CCC2)C(=O)C2=CC(=C(C#N)C=C2)C(F)(F)F)CC1)=O (S)-4-(2-(2-(2-((3,4-dichlorophenyl)sulfonyl)ethyl)-9-hydroxy-1,8-dioxo-1,3,4,8-tetrahydro-2H-pyrazino[1,2-c]pyrimidin-6-yl)pyrrolidine-1-carbonyl)-2-(trifluoromethyl)benzonitrile